1-bromo-4-(methoxymethoxy)-2-(trifluoromethoxy)benzene BrC1=C(C=C(C=C1)OCOC)OC(F)(F)F